BrC=1C=C2C(C=COC2=C(C1)C)=O 6-bromo-8-methyl-chromen-4-one